N[C@H](C(=O)OC)CCC(C(F)(F)F)(C)C methyl (S)-2-amino-6,6,6-trifluoro-5,5-dimethylhexanoate